2,2'-dinitro-5,5'-Dithiodibenzoate [N+](=O)([O-])S(SC=1C=CC=C(C(=O)[O-])C1)C=1C=CC(=C(C(=O)[O-])C1)[N+](=O)[O-]